N-(3,3-difluorocyclobutyl)benzenesulfonamide methyl-3-[5-[3-(benzyloxycarbonylamino)propoxy]-1-tetrahydropyran-2-yl-indazol-3-yl]-5-hydroxy-benzoate COC(C1=CC(=CC(=C1)O)C1=NN(C2=CC=C(C=C12)OCCCNC(=O)OCC1=CC=CC=C1)C1OCCCC1)=O.FC1(CC(C1)NS(=O)(=O)C1=CC=CC=C1)F